O=C1N(C(C2=C3C=4C(=C(C=C13)C1=CC=C(C=C1)C(F)(F)F)C1=CC=CC=C1OC4C(=C2)C2=CC=C(C=C2)C(F)(F)F)=O)C2=CC=C(C=C2)CC(=O)OC2=CC(=C(C(=C2)OC)C=O)OC 4-Formyl-3,5-dimethoxyphenyl 2-(4-(1,3-dioxo-5,11-bis(4-(trifluoromethyl)phenyl)-1H-xantheno[2,1,9-def]isoquinolin-2(3H)-yl)phenyl)acetate